((1R,4r)-4-((((R)-2-(3-Fluorophenyl)-2-hydroxyethyl)amino)methyl)cyclohexyl)methanesulfonamide FC=1C=C(C=CC1)[C@H](CNCC1CCC(CC1)CS(=O)(=O)N)O